C(C)(C)N(CCN(CC1=CC(=CC(=C1O)C)Cl)CC1=CC(=CC(=C1O)C)Cl)C(C)C 6,6'-(((2-(Diisopropylamino)ethyl)azanediyl)bis(methylene))bis(4-chloro-2-methylphenol)